C(C)(C)N.C1(=CC=CC=C1)S(=O)(=O)O benzenesulfonic acid Isopropylamine salt